1-(1-(2-(azetidin-3-yl)-2-azaspiro[3.5]nonan-7-yl)piperidin-4-yl)-3-(4-phenoxyphenyl)-1H-pyrazolo[3,4-d]pyrimidin-4-amine hydrochloride Cl.N1CC(C1)N1CC2(C1)CCC(CC2)N2CCC(CC2)N2N=C(C=1C2=NC=NC1N)C1=CC=C(C=C1)OC1=CC=CC=C1